C(C)OC(=O)C=1NC2=CC(=CC(=C2C1)Cl)Br 6-bromo-4-chloro-1H-indole-2-carboxylic acid ethyl ester